(3-acetoxy-2-hydroxypropyloxy)-propylbis(trimethylsiloxy)methylsilane C(C)(=O)OCC(CO[SiH](C(O[Si](C)(C)C)O[Si](C)(C)C)CCC)O